1-ethyl-4-(3-methoxy-2,6-dimethylphenyl)pyrrolo[2,3-b]pyridine-6-carbonitrile C(C)N1C=CC=2C1=NC(=CC2C2=C(C(=CC=C2C)OC)C)C#N